1-(2-hydroxyethyl)-2-(heptadecylethyl)-imidazole OCCN1C(=NC=C1)C(C)CCCCCCCCCCCCCCCCC